COC(=O)[C@H]1[C@@H](C1)C1=NN(C=C1)[C@@H]1OCCCC1 |&1:12| (±)-trans-2-(1-tetrahydropyran-2-ylpyrazol-3-yl)cyclopropanecarboxylic acid methyl ester